N-(imidazo[1,2-a]pyridin-7-yl)-1,1-diphenylmethanimine N=1C=CN2C1C=C(C=C2)N=C(C2=CC=CC=C2)C2=CC=CC=C2